tert-butyl 4-(4-(3-((3-cyclopropoxycyclobutyl)sulfonyl)ureido)-6-methyl-2,3-dihydro-1H-inden-5-yl)-1H-pyrrolo[2,3-b]pyridine-1-carboxylate C1(CC1)OC1CC(C1)S(=O)(=O)NC(NC1=C2CCCC2=CC(=C1C1=C2C(=NC=C1)N(C=C2)C(=O)OC(C)(C)C)C)=O